11-amino-3-cyclopropyl-4,5,6,7-tetrahydroisoxazolo[4'',3'':6',7']cyclohepta[1',2':4,5]pyrrolo[2,3-d]pyrimidin-4-ol NC=1C2=C(N=CN1)NC1=C2C=2C(C(CC1)O)=C(ON2)C2CC2